(R)-N-((1S,2R)-1-(bicyclo[4.2.0]oct-1(6),2,4-trien-3-yl)-2-fluoro-3-oxo-3-(2,4,6-trioxo-1-(tetrahydro-2H-pyran-4-yl)hexahydropyrimidin-5-yl)propyl)-2-methylpropan-2-sulfinamide C1=2C=C(C=CC2CC1)[C@@H]([C@H](C(C1C(NC(N(C1=O)C1CCOCC1)=O)=O)=O)F)N[S@](=O)C(C)(C)C